BrC1=C(C=C(C#N)C=C1)C=1NC=C(N1)C(F)(F)F 4-Bromo-3-[4-(trifluoromethyl)-1H-imidazol-2-yl]benzonitrile